N-cyano-6-(dimethylamino)-N'-((8-fluoro-1,2,3,5,6,7-hexahydro-s-indacen-4-yl)carbamoyl)-6,7-dihydro-5H-pyrazolo[5,1-b][1,3]oxazine-3-sulfonimidamide C(#N)NS(=O)(=NC(NC1=C2CCCC2=C(C=2CCCC12)F)=O)C=1C=NN2C1OCC(C2)N(C)C